C(C1=CC=CC=C1)C1N(CC2=CC=CC=C2C1)CCCC1=CC=CC=C1 3-benzyl-2-(3-phenylpropyl)-3,4-dihydroisoquinoline